5-(5-amino-6-methylpyridin-2-yl)-3-methyl-1,2-oxazole-4-carboxylic acid methyl ester COC(=O)C=1C(=NOC1C1=NC(=C(C=C1)N)C)C